2,5-diphenoxypyridine O(C1=CC=CC=C1)C1=NC=C(C=C1)OC1=CC=CC=C1